2,2'-((4-((2,5-dimethoxy-4-((4-nitrophenyl)diazenyl)phenyl)diazenyl)-3-propoxyphenyl)azanediyl)bis(ethan-1-ol) COC1=C(C=C(C(=C1)N=NC1=CC=C(C=C1)[N+](=O)[O-])OC)N=NC1=C(C=C(C=C1)N(CCO)CCO)OCCC